(S)-5-amino-3-((3-methoxy-5-(methylcarbamoyl)phenyl)ethynyl)-1-(pyrrolidin-3-yl)-1H-pyrazole-4-carboxamide hydrochloride Cl.NC1=C(C(=NN1[C@@H]1CNCC1)C#CC1=CC(=CC(=C1)C(NC)=O)OC)C(=O)N